(S)-(1-(4-(3-(benzofuran-2-yl) imidazo[1,2-b]pyridazin-6-yl) benzoyl) piperidin-3-yl) glycinate hydrochloride Cl.NCC(=O)O[C@@H]1CN(CCC1)C(C1=CC=C(C=C1)C=1C=CC=2N(N1)C(=CN2)C=2OC1=C(C2)C=CC=C1)=O